titanium (IV) sulfide [S-2].[Ti+4].[S-2]